O1CCN(CC1)C=1C2=C(N=C(N1)NC1=NNC(=C1)C(F)(F)F)C=C(O2)C2=CC=NC=C2 4-morpholino-6-(pyridin-4-yl)-N-(5-(trifluoromethyl)-1H-pyrazol-3-yl)furo[3,2-d]pyrimidin-2-amine